O[C@@H]1CN(C[C@H]1SC1=NC=CC=N1)C(=O)OC(C)(C)C tert-butyl trans-3-hydroxy-4-(pyrimidin-2-ylthio)pyrrolidine-1-carboxylate